C(CC)NCC=CC(C)=NCCCC N-propyl-4-(butylimino)-2-penten-amine